The molecule is a 2-[(diphenylmethyl)sulfinyl]acetamide that has S configuration at the sulfur atom. The racemate comprising (S)-modafinil and its enantiomer, armodafinil, is known as modafinil and is used for the treatment of sleeping disorders such as narcolepsy, obstructive sleep apnoea, and shift-work sleep disorder. The enantiomers have similar pharmacological actions in animals. It has a role as a central nervous system stimulant and a eugeroic. It is an enantiomer of an armodafinil. C1=CC=C(C=C1)C(C2=CC=CC=C2)[S@@](=O)CC(=O)N